C(C)OC(CC1=CCCC2=CC(=CC=C12)F)=O.C1(=CC=CC=C1)P(CC[Si](OC)(OC)OC)C1=CC=CC=C1 2-diphenylphosphinoethyl-trimethoxysilane Ethyl-2-(6-fluoro-3,4-dihydronaphthalen-1-yl)acetate